C(C)(C)(C)C1=NC(=CC=C1)C(C)(C)C 2,6-di(tert-butyl)pyridine